FC1(CCC(CC1)O)F 4,4-Difluorocyclohexan-ol